C(C)OC(C(=O)N(C)C)CC ethoxy-N,N-dimethylbutaneamide